(R)-3,7-dimethyl-6-octenenitrile C[C@@H](CC#N)CCC=C(C)C